C(C)(C)(C)N1CCC(CC1)N1C2=C(N(C(C1=O)=O)C)C(=CC=N2)C Tert-Butyl-4-(1,8-dimethyl-2,3-dioxo-2,3-dihydropyrido[2,3-b]pyrazin-4(1H)-yl)piperidin